COC=1C=CC=2C=3C=C4C(=C(C3NC2C1)C)C=CN=C4 8-methoxy-5-methyl-6H-pyrido[4,3-b]carbazole